4-bromostyrene format C(=O)O.BrC1=CC=C(C=C)C=C1